(S)-5-benzyl-N-(7-(3,3-difluoroazetidin-1-yl)-5-methyl-4-oxo-2,3,4,5-tetrahydrobenzo[b][1,4]oxazepin-3-yl)-1H-1,2,4-triazole-3-carboxamide C(C1=CC=CC=C1)C1=NC(=NN1)C(=O)N[C@@H]1C(N(C2=C(OC1)C=CC(=C2)N2CC(C2)(F)F)C)=O